CSOC1=CC=CC=C1 O-(METHYL-THIO)PHENOL